FC(C=1C=CC(=C2C=CC=NC12)N1C[C@@H](C[C@@H](C1)C)NC(CC1CN(CC1)C)=O)F N-[(3R,5S)-1-[8-(difluoromethyl)quinolin-5-yl]-5-methylpiperidin-3-yl]-2-(1-methylpyrrolidin-3-yl)acetamide